2-Chloro-4-((3S)-8-(4-(2-(4-(4-(2,6-dioxopiperidin-3-yl)phenyl)piperazin-1-yl)-7-azaspiro[3.5]nonane-7-carbonyl)phenyl)-3-methyl-2,8-diazaspiro[4.5]decan-2-yl)benzonitrile ClC1=C(C#N)C=CC(=C1)N1CC2(C[C@@H]1C)CCN(CC2)C2=CC=C(C=C2)C(=O)N2CCC1(CC(C1)N1CCN(CC1)C1=CC=C(C=C1)C1C(NC(CC1)=O)=O)CC2